C1OCC12N(CCCC2)CC2=CC=C(C=C2)NC(=O)NCC2=CC=C(C=C2)Cl 1-(4-((2-oxa-5-azaspiro[3.5]nonan-5-yl)methyl)phenyl)-3-(4-chlorobenzyl)urea